C(#N)C=1C=C2[C@H](CC(OC2=CC1)(C)C)NC(=O)C=1C=C2[C@@H](CCOC2=CC1)N1C(NC(CC1=O)(CC)CC)=N (R)-N-((S)-6-cyano-2,2-dimethylchroman-4-yl)-4-(4,4-diethyl-2-imino-6-oxotetrahydropyrimidin-1(2H)-yl)chromane-6-carboxamide